2-(1-methyl-1H-pyrazol-4-yl)pyrazolo[5,1-b]thiazole CN1N=CC(=C1)C1=CN2C(S1)=CC=N2